6-((1-(4-aminophenyl)-3-cyano-1H-indazol-6-yl)sulfonyl)-4-((3-methoxyphenyl)amino)-8-methylquinoline-3-carboxamide NC1=CC=C(C=C1)N1N=C(C2=CC=C(C=C12)S(=O)(=O)C=1C=C2C(=C(C=NC2=C(C1)C)C(=O)N)NC1=CC(=CC=C1)OC)C#N